FC1(CNCCC1CC#CC1=CC=CC=2N(C(N(C21)C)=O)N2C(CCCC2=O)=O)F [4-[3-(3,3-difluoro-4-piperidinyl)prop-1-ynyl]-3-methyl-2-oxo-benzoimidazol-1-yl]piperidine-2,6-dione